C(C1CO1)OCCC[Si](O[Si](O[Si](C)(C)CCCOCC1CO1)(C)C1=CC=CC=C1)(C)C 1,5-bis(glycidoxypropyl)-3-phenyl-1,1,3,5,5-pentamethyltrisiloxane